(2R,3S)-3-((6-fluoro-2-(2-methoxy-7-methylquinoxalin-5-yl)thiazolo[5,4-b]pyridin-5-yl) oxy)butan-2-yl (2-(2-hydroxyethyl)pyrimidin-5-yl)carbamate OCCC1=NC=C(C=N1)NC(O[C@H](C)[C@H](C)OC1=C(C=C2C(=N1)SC(=N2)C2=C1N=CC(=NC1=CC(=C2)C)OC)F)=O